NCC(=O)[O-].[Al+3].NCC(=O)[O-].NCC(=O)[O-] Aluminum glycinate